ClC=1C(=CC2=C(N(C[C@H](N(S2(=O)=O)C)CC(C)C)C2=CC=CC=C2)C1)C=1C=CC(=C(C(=O)OC)C1)O methyl (R)-5-(7-chloro-3-isobutyl-2-methyl-1,1-dioxido-5-phenyl-2,3,4,5-tetrahydrobenzo[f][1,2,5]thiadiazepin-8-yl)-2-hydroxybenzoate